4-(3-(3-aminoazetidine-1-carbonyl)-4-fluorobenzyl)-6-cyclobutoxyphthalazin-1(2H)-one NC1CN(C1)C(=O)C=1C=C(CC2=NNC(C3=CC=C(C=C23)OC2CCC2)=O)C=CC1F